COP(OC)=S dimethylthiophosphonate